CC1=CC=C(N=N1)CN 1-(6-methylpyridazin-3-yl)methylamine